[H-].N1=CNC2=C1C=CC=C2 benzimidazole hydride